5,5',5'',5'''-(4-(2-(2,6-dimethylpyridin-4-yl)phenyl)pyridine-2,3,5,6-tetrayl)tetrakis(5H-pyrido[4,3-b]indole) CC1=NC(=CC(=C1)C1=C(C=CC=C1)C1=C(C(=NC(=C1N1C2=C(C=3C=CC=CC13)C=NC=C2)N2C1=C(C=3C=CC=CC23)C=NC=C1)N1C2=C(C=3C=CC=CC13)C=NC=C2)N2C1=C(C=3C=CC=CC23)C=NC=C1)C